4-(bromomethyl)-1-methylpyridin-2(1H)-one BrCC1=CC(N(C=C1)C)=O